tert-butyl 7-((4-(4-hydroxy-1-methylpiperidin-4-yl)phenyl)amino)-3,4-dihydro-2,6-naphthyridine-2(1H)-carboxylate OC1(CCN(CC1)C)C1=CC=C(C=C1)NC1=NC=C2CCN(CC2=C1)C(=O)OC(C)(C)C